N1(CCCC1)S(=O)(=O)C1=CC=C(C(=O)O)C=C1 4-(pyrrolidin-1-ylsulfonyl)benzoic acid